(3R)-3-amino-5-[(4-chlorophenyl)methyl]-8-fluoro-1-oxo-7-[5-(1,2,2,2-tetrafluoro-1-methoxy-ethyl)-1,2,4-oxadiazol-3-yl]-2,3-dihydro-1λ4,5-benzothiazepin-4-one N[C@H]1CS(C2=C(N(C1=O)CC1=CC=C(C=C1)Cl)C=C(C(=C2)F)C2=NOC(=N2)C(C(F)(F)F)(OC)F)=O